P1=C(C=CC=C1)C(=O)O phosphorinic acid